N-(4-(2,6-dimethoxyphenyl)-5-(5-methyl-3-pyridinyl)-4H-1,2,4-triazol-3-yl)-1-(1-methylethoxy)-1-(5-methyl-2-pyrimidinyl)-2-propanesulfonamide COC1=C(C(=CC=C1)OC)N1C(=NN=C1C=1C=NC=C(C1)C)NS(=O)(=O)C(C(C1=NC=C(C=N1)C)OC(C)C)C